N-(3-((2-(2-((2-(2,6-dioxopiperidin-3-yl)-1,3-dioxoisoindolin-5-yl)amino)ethoxy)ethyl)amino)propoxy)-3,4-difluoro-2-((2-fluoro-4-iodophenyl)amino)benzamide O=C1NC(CCC1N1C(C2=CC=C(C=C2C1=O)NCCOCCNCCCONC(C1=C(C(=C(C=C1)F)F)NC1=C(C=C(C=C1)I)F)=O)=O)=O